(R)-6-fluoro-3-((3-fluorobenzyl)amino)-5-(1-(o-tolyl)ethyl)-4H-benzo[e][1,2,4]thiadiazine 1,1-dioxide FC=1C=CC2=C(NC(=NS2(=O)=O)NCC2=CC(=CC=C2)F)C1[C@H](C)C1=C(C=CC=C1)C